(E)-2-methoxybenzaldehyde O-(2-chloro-6-((4,6-dimethoxypyrimidin-2-yl)thio)benzoyl) oxime ClC1=C(C(=O)O\N=C\C2=C(C=CC=C2)OC)C(=CC=C1)SC1=NC(=CC(=N1)OC)OC